ClC1=C(C=CC=C1C)C(C)(C)NC(CC1N(CCC1)C)=O N-(2-(2-chloro-3-methyl-phenyl)propan-2-yl)-2-(1-methyl-pyrrolidin-2-yl)acetamide